6-methyl-5-(1-(piperazin-1-yl)ethyl)-1-(1-(tetrahydro-2H-pyran-4-yl)-1H-pyrazol-4-yl)indolizine-7-carboxylic acid isopropyl ester C(C)(C)OC(=O)C=1C(=C(N2C=CC(=C2C1)C=1C=NN(C1)C1CCOCC1)C(C)N1CCNCC1)C